salicylamide lead [Pb].C(C=1C(O)=CC=CC1)(=O)N